C(C)(C)[C@@H]1C(NCC(N1)=O)=O (R)-3-Isopropyl-2,5-piperazinedione